N-(2-methanesulfonylethyl)-2-{[3-oxo-8-(pyridin-2-yl)-1H,2H,3H-benzo[e]isoindol-2-yl]methyl}prop-2-enamide CS(=O)(=O)CCNC(C(=C)CN1C(C=2C=CC3=C(C2C1)C=C(C=C3)C3=NC=CC=C3)=O)=O